(S)-N-(5-(2-((2,3-dihydro-1H-inden-2-yl)amino)pyrimidin-5-yl)-1,3,4-thiadiazol-2-yl)-4,5,6,7-tetrahydro-1H-benzo[d][1,2,3]triazole-5-carboxamide C1C(CC2=CC=CC=C12)NC1=NC=C(C=N1)C1=NN=C(S1)NC(=O)[C@@H]1CC2=C(NN=N2)CC1